trimethoxyvinyl-silicon COC(=C(OC)OC)[Si]